N-(3-fluoro-5-(methylsulfonamido)phenyl)-4-(pyridin-3-yl)thiophene-2-carboxamide FC=1C=C(C=C(C1)NS(=O)(=O)C)NC(=O)C=1SC=C(C1)C=1C=NC=CC1